methyl 1-methyl-3-vinyl-1H-indazole-5-carboxylate CN1N=C(C2=CC(=CC=C12)C(=O)OC)C=C